8-(3-Azabicyclo[4.1.0]heptan-6-yl)-7-(1-(2-hydroxy-2-methylpropyl)-1H-pyrazol-4-yl)-1-isopropyl-3-methyl-3,6-dihydroimidazo[4,5-d]pyrrolo[2,3-b]pyridin-2(1H)-on C12CNCCC2(C1)C1=C(NC2=NC=C3C(=C21)N(C(N3C)=O)C(C)C)C=3C=NN(C3)CC(C)(C)O